N-[[(1R,2S,5R)-5-methyl-2-(1-methylethyl)cyclohexyl]carbonyl]-glycine ethyl ester C(C)OC(CNC(=O)[C@H]1[C@@H](CC[C@H](C1)C)C(C)C)=O